NC1=C(C=C(C(=O)C2=CC=C3C(=CC=CN23)C2=C(C(=C(C=C2C(F)F)N(C(COC)=O)C)[N+](=O)[O-])F)C=C1F)F N-(4-(3-(4-amino-3,5-difluorobenzoyl)indolizin-8-yl)-5-(difluoromethyl)-3-fluoro-2-nitrophenyl)-2-methoxy-N-methylacetamide